1-(3-chlorophenyl)-2,4-dimethyl-1H-imidazole-5-carboxylic acid ClC=1C=C(C=CC1)N1C(=NC(=C1C(=O)O)C)C